L-glutamic acid diethylester HCl Cl.C(C)OC([C@@H](N)CCC(=O)OCC)=O